9-chloro-4-(4-(piperazin-1-yl)phenyl)-10H-chromeno[3,2-b]pyridin-10-one hydrochloride Cl.ClC=1C=2C(C3=NC=CC(=C3OC2C=CC1)C1=CC=C(C=C1)N1CCNCC1)=O